3-hexenylacetate C(CC=CCC)CC(=O)[O-]